1-(O-Hydroxyphenyl)-2-(methylamino)propane CC(CC1=CC=CC=C1O)NC